COCC(OCC(C)N)C 1-(2-methoxy-1-methylethoxy)-2-propylamine